(2,5-Dimethoxybenzylsulfonyl)-1,3,7-trimethyl-1H-purine-2,6(3H,7H)-dione COC1=C(CS(=O)(=O)C2=NC=3N(C(N(C(C3N2C)=O)C)=O)C)C=C(C=C1)OC